O(C1=CC=CC=C1)C1=CC=C(C=C1)CC(=O)OCC ethyl 2-(4-phenoxyphenyl)acetate